C(C)N(C(CC1(CCOCC1)O)=O)CC1CCOCC1 N-ethyl-2-(4-hydroxytetrahydro-2H-pyran-4-yl)-N-((tetrahydro-2H-pyran-4-yl)methyl)acetamide